N-(3-(naphthalen-2-yl)phenyl)-9,9-diphenyl-9H-fluoren-2-amine C1=C(C=CC2=CC=CC=C12)C=1C=C(C=CC1)NC1=CC=2C(C3=CC=CC=C3C2C=C1)(C1=CC=CC=C1)C1=CC=CC=C1